ClC1=NC=C(C(=N1)OCC=1C=C2C=NN(C2=CC1)C)F 5-(((2-chloro-5-fluoropyrimidin-4-yl)oxy)methyl)-1-methyl-1H-indazole